CC1=CC(=CS1)C=1C=C(N)C=CC1 3-(5-methylthiophene-3-yl)aniline